CN1C(N(C=C1)C)C1=CCC(C=C1)=O 1,3-dimethyl-2-(4-oxo-phenyl)-imidazole